methylenebis-stearamide C(CCCCCCCCCCCCCCCCCC(=O)N)CCCCCCCCCCCCCCCCCC(=O)N